2-[(Tert-Butyldimethylsilyl)oxy]-1-(3,4-difluorophenyl)ethanone peroxydicarbonate C(=O)(O)OOC(=O)O.[Si](C)(C)(C(C)(C)C)OCC(=O)C1=CC(=C(C=C1)F)F